methyl 2-((1-(2-(ethylsulfanyl)-6-methyl-4-oxo-4H-chromen-8-yl) ethyl) amino)-5-fluorobenzoate C(C)SC=1OC2=C(C=C(C=C2C(C1)=O)C)C(C)NC1=C(C(=O)OC)C=C(C=C1)F